N-(4-(1H-pyrrol-1-yl)phenyl)-2-(3-(3-chlorobenzyl)-2-oxoimidazolidin-1-yl)oxazole-4-carboxamide N1(C=CC=C1)C1=CC=C(C=C1)NC(=O)C=1N=C(OC1)N1C(N(CC1)CC1=CC(=CC=C1)Cl)=O